C1(=CC=CC2=CC=CC=C12)OC(CN)CC 2-(1-naphthoxy)butylamine